3,5-dichloro-4-hydroxy-benzoic acid methyl ester COC(C1=CC(=C(C(=C1)Cl)O)Cl)=O